isopropyl methacrylate butyl-methacrylate C(CCC)OC(C(=C)C)=O.C(C(=C)C)(=O)OC(C)C